N-(phenanthridin-6-ylmethyl)oxazole-4-carboxamide C1=CC=CC2=NC(=C3C=CC=CC3=C12)CNC(=O)C=1N=COC1